2-(1-(3-Chloropyridinecarbonyl)pyrrolidin-3-yl)-5-(2-ethylphenoxy)benzamide ClC=1C(=NC=CC1)C(=O)N1CC(CC1)C1=C(C(=O)N)C=C(C=C1)OC1=C(C=CC=C1)CC